C(C)N1C(NC2=C(C1=O)N=CC(=C2)CN2CCN(CC2)C=2C=CC(=NC2Cl)C(=O)NC)=O 5-(4-((3-ethyl-2,4-dioxo-1,2,3,4-tetrahydropyrido[3,2-d]pyrimidin-7-yl)methyl)piperazin-1-yl)-6-chloro-N-methylpyridinecarboxamide